FC(C1=C(C=CC=C1)C1COC1)(F)F 3-(2-(trifluoromethyl)phenyl)oxetane